4-(((6-bromopyridin-2-yl)oxy)methyl)-2-(difluoromethoxy)pyridine BrC1=CC=CC(=N1)OCC1=CC(=NC=C1)OC(F)F